NC1=NN(C2=NC(=CC=C21)CO)C([C@H](COC2=CC=CC=C2)C)=O (S)-1-(3-amino-6-(hydroxymethyl)-1H-pyrazolo[3,4-b]pyridin-1-yl)-2-methyl-3-phenoxypropan-1-one